5-ethylpyridine-2,5-dicarboxamide C(C)C1(CC=C(N=C1)C(=O)N)C(=O)N